O[C@@H](C(=O)N1CC2(CC2)C[C@H]1C(=O)N[C@@H](C[C@H]1C(NCC1)=O)C(COC(F)(F)F)=O)[C@@H](CC)C (S)-5-((2R,3R)-2-hydroxy-3-methylpentanoyl)-N-((S)-3-oxo-1-((S)-2-oxopyrrolidin-3-yl)-4-(trifluoromethoxy)butan-2-yl)-5-azaspiro[2.4]-heptane-6-carboxamide